6-(4-chlorophenyl)-2-(3-fluorophenyl)-N-[(2S)-2-hydroxypropyl]-3-oxo-2,3-dihydropyridazine-4-carboxamide ClC1=CC=C(C=C1)C=1C=C(C(N(N1)C1=CC(=CC=C1)F)=O)C(=O)NC[C@H](C)O